N-((2-(2-chloropyrimidin-4-yl)-1,6-naphthyridin-7-yl)methyl)-3-((difluoromethyl)sulfonyl)benzamide ClC1=NC=CC(=N1)C1=NC2=CC(=NC=C2C=C1)CNC(C1=CC(=CC=C1)S(=O)(=O)C(F)F)=O